tert-butyl (1-(2-(3-amino-6-(3-(trifluoromethyl)pyridin-2-yl)pyrazine-2-carboxamido)pyridin-3-yl)-4-(((tert-butyldimethyl silyl)oxy)methyl) piperidin-4-yl)carbamate NC=1C(=NC(=CN1)C1=NC=CC=C1C(F)(F)F)C(=O)NC1=NC=CC=C1N1CCC(CC1)(CO[Si](C)(C)C(C)(C)C)NC(OC(C)(C)C)=O